2-(1-((7-methoxy-1,8-naphthyridin-4-yl)methyl)pyrrolidin-3-yl)-2-methylpropanoic acid methyl ester COC(C(C)(C)C1CN(CC1)CC1=CC=NC2=NC(=CC=C12)OC)=O